ClC=1C(=NC(=NC1)NC1CCOCC1)C1=CC(=C2CN(C(C2=C1)=O)[C@@H](C(=O)N[C@H](C)C1=CC(=CC=C1)OC)CO)F (2R)-2-(6-{5-chloro-2-[(oxan-4-yl)amino]pyrimidin-4-yl}-4-fluoro-1-oxo-2,3-dihydro-1H-isoindol-2-yl)-3-hydroxy-N-[(1R)-1-(3-methoxyphenyl)ethyl]-propanamide